4-bromobutoxy-tert-butyl-dimethylsilane BrCCCCO[Si](C)(C)C(C)(C)C